{3-[(1R)-1-{[6-(1-acetyl-4-oxo-1,4lambda5-azaphosphinan-4-yl)-2-methylpyrido[3,4-d]pyrimidin-4-yl]amino}ethyl]-2-fluorophenyl}(difluoro)acetyl chloride C(C)(=O)N1CCP(CC1)(=O)C1=CC2=C(N=C(N=C2N[C@H](C)C=2C(=C(C=CC2)C(C(=O)Cl)(F)F)F)C)C=N1